4-amino-5-[(4,4-difluoropiperidin-1-yl)methyl]pyrrolo[2,1-f][1,2,4]triazin-7-yl-N-[(3R,4S)-1-(2-chloro-6-fluorobenzoyl)-4-fluoropyrrolidin-3-yl]-2-methoxypyridine-3-carboxamide NC1=NC=NN2C1=C(C=C2C2=C(C(=NC=C2)OC)C(=O)N[C@@H]2CN(C[C@@H]2F)C(C2=C(C=CC=C2F)Cl)=O)CN2CCC(CC2)(F)F